(S)-6-(2-((1H-1,2,4-Triazol-1-yl)methyl)acryloyl)-4-(2-(1-ethyl-3-(trifluoromethyl)-1H-pyrazol-4-yl)phenyl)-4,5,6,7-tetrahydrothieno[2,3-c]pyridine-2-carbonitrile N1(N=CN=C1)CC(C(=O)N1CC2=C([C@@H](C1)C1=C(C=CC=C1)C=1C(=NN(C1)CC)C(F)(F)F)C=C(S2)C#N)=C